5-Amino-3-[4-[2-[[3-(3,3-dimethylcyclobutyl)-4-fluoro-isoxazol-5-yl]amino]-2-oxo-ethyl]phenyl]-1-isopropyl-pyrazole-4-carboxamide NC1=C(C(=NN1C(C)C)C1=CC=C(C=C1)CC(=O)NC1=C(C(=NO1)C1CC(C1)(C)C)F)C(=O)N